FC(C(C(F)(F)F)(F)F)(F)F PERFLUOROPROPANE